(S)-3-hydroxytetrahydrofuran p-toluenesulfonate CC1=CC=C(C=C1)S(=O)(=O)O.O[C@@H]1COCC1